N-(prop-2-yn-1-yloxy)benzamide C#CCONC(=O)C1=CC=CC=C1